NCC=1C=C(C=CC1)C=1C=CC2=C(C(=CO2)COC2=C(C=CC(=C2)C)CC(=O)OCC)C1 ethyl 2-(2-((5-(3-(aminomethyl)phenyl)benzofuran-3-yl)methoxy)-4-methylphenyl)acetate